methyl 4-methyl-6-oxooxacyclohexadecane-7-carboxylate CC1CCOCCCCCCCCCC(C(C1)=O)C(=O)OC